3-(3-amino-2-fluorobenzyl)-4-methyl-7-(oxazol-2-yloxy)-3,4-dihydro-2H-pyrido[2,3-e][1,3]oxazin-2-one NC=1C(=C(CN2C(OC3=C(C2C)N=CC(=C3)OC=3OC=CN3)=O)C=CC1)F